C(CCCC)OCOCCCC(C)[Mg]I 4-pentoxymethoxy-1-methylbutylmagnesium iodide